Ortho-silicic acid ethyl ester C(C)O[Si](O)(O)O